C1(CCC1)N1N=CC(=C1)NC(=O)C1=NC(=CC=C1)OC N-(1-cyclobutyl-1H-pyrazol-4-yl)-6-methoxypyridine-2-carboxamide